1,5-diphenyl-1,4-pentadiene C1(=CC=CC=C1)C=CCC=CC1=CC=CC=C1